1,4-bis-hydroxymethylpyridinium OC[N+]1=CC=C(C=C1)CO